C(CCCCCCCC=CCC=CCCCCC)(=O)Cl octadeca-9,12-dienoyl chloride